NC1=CC(=C(C=C1)N1N=C(C=2C=NC(=CC21)Cl)C(=O)OCC)OC Ethyl 1-(4-amino-2-methoxyphenyl)-6-chloro-1H-pyrazolo[4,3-c]pyridine-3-carboxylate